(S)-(-)-(4-isopropenyl-1-cyclohexenyl)methanol Cobalt-Lithium [Li].[Co].C(=C)(C)[C@@H]1CC=C(CC1)CO